NC=1C=CC=C2CCCC(C12)=O 8-amino-1-tetralone